ClC=1C=C(C=CC1C(=O)N[C@H]1[C@H]2CC[C@@H](C1)N2C#N)C2=C(C(=CC=C2)CC#N)F 3-chloro-N-((1R,2R,4S)-7-cyano-7-azabicyclo[2.2.1]heptan-2-yl)-3'-(cyanomethyl)-2'-fluoro[biphenyl]-4-carboxamide